ethyl 3-(3-(3-chloro-2-oxopropyl)-2-fluorophenyl)propanoate ClCC(CC=1C(=C(C=CC1)CCC(=O)OCC)F)=O